N1(N=CC=C1)C1=C(C#N)C=CC=C1 (1H-pyrazol-1-yl)benzonitrile